OC(CNC(CCCC)=O)(C)C N-(2-hydroxy-2-methylpropyl)pentanamide